ClC1=C(C=CC(=C1)C1=C(N=CN1C)C)N1C=NC(=C1)C1=NC(=NC=C1C(F)(F)F)NC1CCN(CC1)S(=O)(=O)C 4-(1-(2-chloro-4-(1,4-dimethyl-1H-imidazol-5-yl)phenyl)-1H-imidazol-4-yl)-N-(1-(methylsulfonyl)piperidin-4-yl)-5-(trifluoromethyl)pyrimidin-2-amine